10-chloro-3-methoxy-6-methylspiro[benzo[c]pyrido[3,2-e]azepine-7,1-cyclopropan]-5(6H)-one ClC1=CC2=C(C=C1)C1(CC1)N(C(C1=C2C=CC(=N1)OC)=O)C